FC(C(=O)O)(F)F.C(C)C(CC#C)N1N=CC(=C1)C=1C2=C(N=CN1)NC=C2 4-[1-(1-ethylbut-3-yn-1-yl)-1H-pyrazol-4-yl]-7H-pyrrolo[2,3-d]pyrimidine trifluoroacetate